dibenzo[c,f][1,2]thiazepine C1=CC=CC2=C1C=C1C(=NS2)C=CC=C1